(S)-1-(3-(1-(hydroxymethyl)cyclopropylsulfonyl)phenoxy)-3-((S)-8-(4'-((tert-pentylamino)methyl)biphenyl-3-ylsulfonyl)-1-oxa-8-azaspiro[4.5]decan-3-ylamino)propan-2-ol OCC1(CC1)S(=O)(=O)C=1C=C(OC[C@H](CN[C@@H]2COC3(C2)CCN(CC3)S(=O)(=O)C=3C=C(C=CC3)C3=CC=C(C=C3)CNC(C)(C)CC)O)C=CC1